3-(1-(2,2-difluoroethyl)-1H-pyrazolo[3,4-b]pyrazin-6-yl)-9-(4-(trifluoromethyl)pyridin-2-yl)-3,9-diazaspiro[5.5]undecane FC(CN1N=CC=2C1=NC(=CN2)N2CCC1(CC2)CCN(CC1)C1=NC=CC(=C1)C(F)(F)F)F